(-)-aspartic acid C([C@H](C(=O)O)N)C(=O)O